C(CCCCCCC)C(CCCCCCCCCC)CC(CCCCCCCCCC)(C)CCCCCCCC 11,13-dioctyl-13-methyltricosane